9-(2-amino-6-((tetrahydro-2H-pyran-4-yl)oxy)pyrimidin-4-yl)-1-(3,4-difluorophenyl)-1,9-diazaspiro[5.5]undecan-2-one NC1=NC(=CC(=N1)N1CCC2(CCCC(N2C2=CC(=C(C=C2)F)F)=O)CC1)OC1CCOCC1